FC(C1=CN=C2N1N=C(C=C2)C2=CNC=1N=C(N=CC12)NCC1(CCCCC1)F)F 5-(3-(difluoromethyl)imidazo[1,2-b]pyridazin-6-yl)-N-((1-fluorocyclohexyl)methyl)-7H-pyrrolo[2,3-d]pyrimidin-2-amine